2-((4-Fluorophenyl)amino)-N-(1-methyl-3-(trifluoromethyl)-1H-pyrazol-5-yl)benzamide FC1=CC=C(C=C1)NC1=C(C(=O)NC2=CC(=NN2C)C(F)(F)F)C=CC=C1